C1=CC=CC=2C3=CC=CC=C3C(C12)OC(N([C@H](C(=O)N1[C@@H](C[C@H](C1)O)C(NCC1=CC=C(C=C1)Cl)=O)C(C)(SC(C1=CC=CC=C1)(C1=CC=CC=C1)C1=CC=CC=C1)C)C)=O (9H-fluoren-9-yl)methyl((R)-1-((2S,4R)-2-((4-chlorobenzyl)carbamoyl)-4-hydroxypyrrolidin-1-yl)-3-methyl-1-oxo-3-(tritylthio)butan-2-yl)carbamate